FC1(CC1)CN1CCC2(CCN(CC2)C(=O)OC(C)(C)C)CC1 tert-butyl 9-((1-fluorocyclopropyl)methyl)-3,9-diazaspiro[5.5]undecane-3-carboxylate